N-(2-hydroxy-1-(oxazol-2-yl)ethyl)-8-(4-(trifluoromethyl)cyclohex-1-en-1-yl)quinoline-3-carboxamide OCC(C=1OC=CN1)NC(=O)C=1C=NC2=C(C=CC=C2C1)C1=CCC(CC1)C(F)(F)F